2-[[9-bromo-5-(2,6-difluoro-4-methyl-phenyl)-3-methyl-6H-pyrazolo[4,3-d][1,3]benzodiazepin-1-yl]methoxy]ethyltrimethyl-silane BrC=1C=CC2=C(C3=C(N=C(N2)C2=C(C=C(C=C2F)C)F)C(=NN3COCC[Si](C)(C)C)C)C1